tert-butyl 6-((5-chloro-6-methylpyrazin-2-yl)oxy)-3-azabicyclo[3.1.0]hexane-3-carboxylate ClC=1N=CC(=NC1C)OC1C2CN(CC12)C(=O)OC(C)(C)C